1-(5-amino-4-((1-cyanocyclopropyl)amino)pyridin-2-yl)-1H-pyrazolo[3,4-b]pyridine-5-carbonitrile NC=1C(=CC(=NC1)N1N=CC=2C1=NC=C(C2)C#N)NC2(CC2)C#N